ClC=1C(=C2C(=NNC2=CC1Cl)N)B1OC(C(O1)(C)C)(C)C 5,6-dichloro-4-(4,4,5,5-tetramethyl-1,3,2-dioxaborolan-2-yl)-1H-indazol-3-amine